1-((1r,3r)-3-((5-(1-(2,2-difluoroethyl)-4-fluoro-2-methyl-1H-benzo[d]imidazol-6-yl)-7H-pyrrolo[2,3-d]pyrimidin-2-yl)amino)-1-methylcyclobutyl)pyrrolidin-2-one FC(CN1C(=NC2=C1C=C(C=C2F)C2=CNC=1N=C(N=CC12)NC1CC(C1)(C)N1C(CCC1)=O)C)F